(3-methoxyphenyl)-N-propyl-2-(4-(trifluoromethyl)phenyl)Azole-4-carboxamide COC=1C=C(C=CC1)C1=C(NC=C1C(=O)NCCC)C1=CC=C(C=C1)C(F)(F)F